FC1=CC=C(C=C1)CCCC1=CC=CC=C1 1-(4-fluorophenyl)-3-phenylpropan